lithio 2-cyclopropyl-6-{[(3R)-4,4-difluoro-3-methylpiperidin-1-yl]methyl}pyrimidine-4-carboxylate C1(CC1)C1=NC(=CC(=N1)C(=O)O[Li])CN1C[C@H](C(CC1)(F)F)C